2-(tert-Butyl) 3-methyl (1R,3R,4R,5S)-5-hydroxy-2-azabicyclo[2.2.1]heptane-2,3-dicarboxylate O[C@@H]1[C@H]2[C@@H](N([C@@H](C1)C2)C(=O)OC(C)(C)C)C(=O)OC